C1(=CC=CC=C1)C1(C(C(=N)N)=CC=CC1(C1=CC=C(C=C1)OC#N)C1=CC=C(C=C1)OC#N)C(=N)N 2-phenyl-3,3-bis(4-cyanooxyphenyl)phthalamidine